N[C@@H]1C=2C(=NC=CC2)CC12CCN(CC2)C2=NC(=C1C(=N2)NN=C1SC1=NC(=NC=C1)N)C(=O)N (S)-6-(5-amino-5,7-dihydrospiro[cyclopent[b]pyridin-6,4'-piperidin]-1'-yl)-3-((2-aminopyrimidin-4-yl)thio)-1H-pyrazolo[3,4-d]pyrimidine-4-carboxamide